3-[(4,6-Dimethylpyridin-2-yl)sulfanyl]pyridazine-4-carbonitrile CC1=CC(=NC(=C1)C)SC=1N=NC=CC1C#N